1-octyl-1-ethylpyrrolidinium methanesulfonate CS(=O)(=O)[O-].C(CCCCCCC)[N+]1(CCCC1)CC